OC=1C=CC2=C(N=C(O2)C2=C3C=C(N=CC3=C(N=C2)NC)C2(CC2)C(=O)N)C1 (5-(5-hydroxybenzo[d]oxazol-2-yl)-8-(methylamino)-2,7-naphthyridin-3-yl)cyclopropanecarboxamide